4-fluoro-N-[8-fluoro-2-methylimidazo[1,2-a]pyridin-6-yl]-5-(piperidin-4-yl)thiophene-2-carboxamide FC=1C=C(SC1C1CCNCC1)C(=O)NC=1C=C(C=2N(C1)C=C(N2)C)F